(1-methylpiperidin-3-yl)oxazolo[4,5-b]pyridin-2-amine CN1CC(CCC1)C1=CC=C2C(=N1)N=C(O2)N